ONC1=NC(=NC(=C1)C(C)C)NC(=O)NC1=CC=C(C=C1)OC(F)(F)F 1-(4-(hydroxyamino)-6-isopropylpyrimidin-2-yl)-3-(4-(trifluoromethoxy)phenyl)urea